2-(1-(((2R,5R)-1-(2-(6-(4-fluorobenzyl)-3,3-dimethyl-5-oxo-2,3,4,5-tetrahydro-1H-pyrrolo[3,2-b]pyridin-1-yl)-2-oxoethyl)-5-methylpiperazin-2-yl)methyl)piperidin-4-yl)acetamide FC1=CC=C(CC2=CC3=C(NC2=O)C(CN3C(CN3[C@H](CN[C@@H](C3)C)CN3CCC(CC3)CC(=O)N)=O)(C)C)C=C1